BrC1=CC(=C(NC2=C(C(=O)N)C=C(C(=C2F)F)CC2=C(C(=NC=C2)NS(NC)(=O)=O)F)C=C1)F 2-(4-Bromo-2-fluoroanilino)-3,4-difluoro-5-[[3-fluoro-2-(methylsulfamoylamino)pyridin-4-yl]methyl]benzamide